Br(=O)[O-].[K+] Kalium bromit